C(C)OC(=O)C1=C(N(C2=CC=C(C=C12)OCCCOC1=CC=C(C=C1)CC=CC1=CC=CC=C1)C)C 5-(3-(4-cinnamylphenoxy)propoxy)-1,2-dimethyl-1H-indole-3-carboxylic acid ethyl ester